(3E,5Z,9Z)-16,16-dipentyloxy-3,5,9-hexadecatriene C(CCCC)OC(CCCCC\C=C/CC\C=C/C=C/CC)OCCCCC